N-((1r,3r)-3-((5-(3-(2,2-difluoroethyl)-2-methyl-3H-imidazo[4,5-b]pyridin-5-yl)-7H-pyrrolo[2,3-d]pyrimidin-2-yl)amino)-1-methylcyclobutyl)propionamide FC(CN1C(=NC=2C1=NC(=CC2)C2=CNC=1N=C(N=CC12)NC1CC(C1)(C)NC(CC)=O)C)F